7-[[5-(4-methylpiperazin-1-yl)-2-pyridyl]amino]-4-(2-phenyl-1H-indol-3-yl)isoindolin-1-one CN1CCN(CC1)C=1C=CC(=NC1)NC=1C=CC(=C2CNC(C12)=O)C1=C(NC2=CC=CC=C12)C1=CC=CC=C1